C(N)(=O)C1=C(C=CC=C1)N(C(C)=O)CC1=CC=C2C=CC(=NC2=C1)NC(OC(C)(C)C)=O tert-Butyl N-(7-{[N-(2-carbamoylphenyl)acetamido]methyl}quinolin-2-yl)carbamate